C(C=C)N(C1=CC=CC=C1)C(C1=CC=CC=C1)C N-allyl-α-methylbenzylaniline